6-((Exo-8-azabicyclo[3.2.1]oct-3-yl)oxy)-N-(4-([1,2,4]triazolo[1,5-a]pyridine-7-yloxy)-2-fluoro-3-methylphenyl)pyrido[3,4-d]pyrimidin-4-amine 2,2,2-trifluoroacetate FC(C(=O)O)(F)F.C12CC(CC(CC1)N2)OC2=CC1=C(N=CN=C1NC1=C(C(=C(C=C1)OC1=CC=3N(C=C1)N=CN3)C)F)C=N2